O1C=C(C=C1)C=1C=CC2=C(C3NC(N(C(O2)(C3)C)C3=CC(=CC=C3)C(=O)N3CC=2C=CC=NC2CC3)=O)C1 8-(furan-3-yl)-2-methyl-3-(3-(5,6,7,8-tetrahydro-1,6-naphthyridine-6-carbonyl)phenyl)-5,6-dihydro-2H-2,6-methanobenzo[g][1,3,5]oxadiazocin-4(3H)-one